ClC1=CC=C2CCN(C2=C1)C1=NC=NC2=CC=C(C=C12)C=1C=C2C(=NC1)NN=C2OC 4-(6-chloroindolin-1-yl)-6-(3-methoxy-1H-pyrazolo[3,4-b]pyridin-5-yl)quinazoline